[Cl-].O=C1N(C(CC1)=O)CCOC(=O)OC(C(=O)OC1CC2CCC(C1)[N+]21CCCC1)(C1=CC=CC=C1)C1=CC=CC=C1 3-(2-(((2-(2,5-dioxopyrrolidin-1-yl)ethoxy)carbonyl)oxy)-2,2-diphenylacetoxy)spiro[bicyclo[3.2.1]octane-8,1'-pyrrolidin]-8-ium chloride